S1C=CC2=C1C=CC(=C2)CC[C@@H](C(=O)O)NC(=O)OCC2C1=CC=CC=C1C=1C=CC=CC21 (2S)-4-(benzothien-5-yl)-2-(9H-fluoren-9-ylmethoxycarbonyl-amino)-butyric acid